(3-((4-((2-amino-4-phenylthiazol-5-yl)oxy)pyridin-2-yl)amino)phenyl)methanesulfonamide NC=1SC(=C(N1)C1=CC=CC=C1)OC1=CC(=NC=C1)NC=1C=C(C=CC1)CS(=O)(=O)N